N1=C(C=CC=C1)C(=O)C1CCN(CC1)CC=1C=NC2=CC=CC=C2C1 Pyridin-2-yl-(1-(quinolin-3-ylmethyl)piperidin-4-yl)methanone